N,N'-phenylenebismaleimide C1(=C(C=CC=C1)N1C(C=CC1=O)=O)N1C(C=CC1=O)=O